OCC12CCC(CC1)(C2)NC(OCC2=CC=CC=C2)=O Benzyl 4-(hydroxymethyl)bicyclo[2.2.1]heptan-1-ylcarbamate